((3s,5s,7s)-adamantan-1-yl)-4-((17-azido-3,6,9,12,15-pentaoxaheptadecyl)oxy)-6-(4-(2-fluoroethyl)piperazin-1-yl)-1,3,5-triazin-2-amine formate salt C(=O)O.C12(CC3CC(CC(C1)C3)C2)NC2=NC(=NC(=N2)OCCOCCOCCOCCOCCOCCN=[N+]=[N-])N2CCN(CC2)CCF